BrC1=CC(=C(C(=C1)F)NC(C(C)N1C(=NC=C1)Br)=O)F N-(4-bromo-2,6-difluoro-phenyl)-2-(2-bromoimidazol-1-yl)-propionamide